SC1=[N+](C=CC=C1)[O-] 2-mercaptopyridin-N-oxid